C1(CCCCC1)C(CNC(=O)[C@@H]1[C@@H]([C@H]2CC[C@@H]1C2)NC(=O)C=2C(=C(OC1CCCC(C1)(C(=O)O)C)C=CC2OC)F)C2CCCCC2 5-(((1S,2R,3S,4R)-3-((2,2-dicyclohexylethyl)carbamoyl)bicyclo[2.2.1]hept-2-ylcarbamoyl)-2-fluoro-4-methoxyphenoxy)-1-methylcyclohexane-1-carboxylic acid